7-hydroxy-4-propyl-8-(1,2,3,4-tetrahydroquinoline-1-carbonyl)-2H-chromen-2-one OC1=CC=C2C(=CC(OC2=C1C(=O)N1CCCC2=CC=CC=C12)=O)CCC